2-((1H-pyrrolo[2,3-b]pyridin-5-yl)oxy)-4-(2-oxo-7-azaspiro[3.5]non-7-yl)benzoic acid methyl ester COC(C1=C(C=C(C=C1)N1CCC2(CC(C2)=O)CC1)OC=1C=C2C(=NC1)NC=C2)=O